Benzyl (2-(azepan-4-yl)ethyl)carbamate N1CCC(CCC1)CCNC(OCC1=CC=CC=C1)=O